potassium-lanthanum [La].[K]